1,4-diethoxy-2-ethylnaphthalene C(C)OC1=C(C=C(C2=CC=CC=C12)OCC)CC